NC=1N=C(SC1C(=O)C1=CC(=NO1)C(=O)N1CCOCC1)N(C1=CC=C(C=C1)F)C(C(=O)N)C (N-[4-Amino-5-[3-(morpholin-4-carbonyl)isoxazol-5-carbonyl]thiazol-2-yl]-4-fluoroanilino)propanamid